COCCOCCOC1CC(C1)O (1r,3r)-3-(2-(2-Methoxyethoxy)ethoxy)cyclobutan-1-ol